C(CC)C(CCC)OC(CCC)CCC dipropylmethyl ether